CC([SiH](C)[Hf](C1C=CC2=CC=CC=C12)C1C=CC2=CC=CC=C12)C dimethyl-rac-dimethylsilyl-bis(indenyl)hafnium